6-(((3S,4R)-3-hydroxytetrahydro-2H-pyran-4-yl)amino)-N-(6-(o-tolyl)-5-(trifluoromethyl)pyridin-2-yl)pyridine-2-sulfonamide O[C@@H]1COCC[C@H]1NC1=CC=CC(=N1)S(=O)(=O)NC1=NC(=C(C=C1)C(F)(F)F)C1=C(C=CC=C1)C